OC(=O)C(F)(F)F.FC1(CNCCC1C1=CC(=C(C=C1F)C1C(NC(CC1)=O)=O)F)F 3-[4-(3,3-difluoro-4-piperidyl)-2,5-difluoro-phenyl]piperidine-2,6-dione TFA salt